N1,N3,N5-Tris(2-(didodecylamino)ethyl)adamantane-1,3,5-tricarboxamide C(CCCCCCCCCCC)N(CCNC(=O)C12CC3(CC(CC(C1)C3)(C2)C(=O)NCCN(CCCCCCCCCCCC)CCCCCCCCCCCC)C(=O)NCCN(CCCCCCCCCCCC)CCCCCCCCCCCC)CCCCCCCCCCCC